N1(N=NN=C1)[C@H](C)[C@@H]1[C@H]2[C@H](C(=C(N2C1=O)C(=O)O)S[C@@H]1CN[C@@H](C1)C(N(C)C)=O)C (4R,5S,6S)-6-((R)-1-(1H-tetrazol-1-yl)ethyl)-3-((3S,5S)-5-(dimethylcarbamoyl)pyrrolidin-3-ylsulfanyl)-4-methyl-7-oxo-1-azabicyclo[3.2.0]hept-2-ene-2-carboxylic acid